(R)-(5-Fluoropyridin-3-yl)((S)-1-methyl-2-azabicyclo[2.1.1]hexan-3-yl)-methanol FC=1C=C(C=NC1)[C@@H](O)[C@H]1NC2(CC1C2)C